ClC=1C=C(C=CC1Cl)C#CC1(CC1)NC(OC1=CC=CC=C1)=O phenyl (1-((3,4-dichlorophenyl)-ethynyl)cyclopropyl)carbamate